C1(CC1)OC1CCC(CC1)NC1=NC=C(C(=N1)NC(C)(C)C1CC1)C(=O)N 2-((1r,4r)-4-cyclopropoxycyclohexylamino)-4-(2-cyclopropylpropan-2-ylamino)pyrimidine-5-carboxamide